N[C@H](C(=O)N1CC(C1)OC1=C(C2=C([C@H]3[C@@H](B(O2)O)C3)C=C1)C(=O)O)C=1N=CNC1 (1aS,7bR)-5-({1-[(2S)-2-amino-2-(1H-imidazol-4-yl)acetyl]azetidin-3-yl}oxy)-2-hydroxy-1,1a,2,7b-tetrahydrocyclopropa[c][1,2]benzoxaborinine-4-carboxylic acid